5-(Thiophen-2-yl)-3-((trifluoromethyl)sulfinyl)-1H-indole S1C(=CC=C1)C=1C=C2C(=CNC2=CC1)S(=O)C(F)(F)F